N-[2-[2-(5-amino-2,4-difluoro-phenyl)phenoxy]ethyl]carbamic acid tert-butyl ester C(C)(C)(C)OC(NCCOC1=C(C=CC=C1)C1=C(C=C(C(=C1)N)F)F)=O